SC1=C2NC=NC2=NC(=N1)S 6-mercapto(mercaptopurine)